FC=1C=CC(=C(C1)[C@]1(C[C@@H]2[C@H](N(OC2(C)C)C)[C@H](C1)C)C)C |r| rac-(3aR,5R,7S,7aR)-5-(5-fluoro-2-methylphenyl)-1,3,3,5,7-pentamethyloctahydrobenzo[c]isoxazole